OC1=C(C(=O)C2=CC=CC=C2)C=C(C(=C1)O)C(=O)C1=CC=C(C=C1)C 2,4-dihydroxy-5-(p-toluoyl)benzophenone